[K].C1CCC2=C(C=3CCCC3C=C12)NC(=O)NS(=O)(=O)CCCN1CCCCC1 N-((1,2,3,5,6,7-Hexahydro-s-indacen-4-yl)carbamoyl)-3-(piperidin-1-yl)propane-1-sulfonamide, Potassium Salt